OCC1=NC=C(C=C1NC(C(C)(C)C)=O)C(F)(F)F N-(2-(hydroxymethyl)-5-(trifluoromethyl)pyridin-3-yl)pivaloamide